O=C1NC(CCC1NC=1C=C(C(=NC1)N1CCC(CC1)(O)CC(=O)OC(C)(C)C)F)=O tert-butyl 2-[1-[5-[[2,6-dioxo-3-piperidyl]amino]-3-fluoro-2-pyridyl]-4-hydroxy-4-piperidyl]acetate